CNC1=CC=C(C=N1)B1OC(C)(C)C(C)(C)O1 6-(methylamino)-3-pyridineboronic acid pinacol ester